Cl.Cl.O1C2([C@H](C3=NC=CC=C31)CN)CC2 |o1:4| rel-1-[(3'S)-3'H-spiro[cyclopropane-1,2'-furo[3,2-b]pyridin]-3'-yl]methylamine dihydrochloride